(1-(4-((R)-3-Hydroxypyrrolidin-1-yl)phenyl)-2-oxopiperidin-3-yl)carbamic acid tert-butyl ester C(C)(C)(C)OC(NC1C(N(CCC1)C1=CC=C(C=C1)N1C[C@@H](CC1)O)=O)=O